6-bromo-N-[5-(2,2-difluoroethoxy)-4,6-dimethoxy-pyrimidin-2-yl]-7-pyrazin-2-yl-1H-indole-3-sulfonamide BrC1=CC=C2C(=CNC2=C1C1=NC=CN=C1)S(=O)(=O)NC1=NC(=C(C(=N1)OC)OCC(F)F)OC